3-([1,1'-biphenyl]-3-carboxamidomethyl)-5-benzyl-N-((R)-3-methyl-1-((3aS,4S,6S,7aR)-3a,5,5-trimethylhexahydro-4,6-methanobenzo[d][1,3,2]dioxaborol-2-yl)butyl)-4,5-dihydroisoxazole C1(=CC(=CC=C1)C(=O)NCC1N(OC(C1)CC1=CC=CC=C1)[C@@H](CC(C)C)B1O[C@@]2([C@H](O1)C[C@H]1C([C@@H]2C1)(C)C)C)C1=CC=CC=C1